N1CC(C1)OCC(=O)N (azetidin-3-yloxy)acetamide